N-((3-(2,6-difluoro-3,5-dimethoxyphenyl)-1-(2-fluoroethyl)-2-oxo-1,2,3,4-tetrahydropyrido[4,3-d]pyrimidin-7-yl)methyl)acrylamide FC1=C(C(=C(C=C1OC)OC)F)N1C(N(C2=C(C1)C=NC(=C2)CNC(C=C)=O)CCF)=O